NC1=NC=2C=CC(=CC2C=2N1C=NN2)C(=O)N(C2CCC1=NC(=CC=C12)C(F)(F)F)CC(F)(F)F 5-amino-N-(2,2,2-trifluoroethyl)-N-(2-(trifluoromethyl)-6,7-dihydro-5H-cyclopenta[b]pyridin-5-yl)-[1,2,4]triazolo[4,3-c]quinazoline-9-carboxamide